5-(benzyloxy)-6-methoxy-2-(7-methyl-benzo[d]oxazol-2-yl)-1,2,3,4-tetrahydro-isoquinoline-3-carboxylic acid C(C1=CC=CC=C1)OC1=C2CC(N(CC2=CC=C1OC)C=1OC2=C(N1)C=CC=C2C)C(=O)O